CC1=CC=NC=2N1N=CC2C(=O)OCC Ethyl 7-methylpyrazolo[1,5-a]pyrimidine-3-carboxylate